[N+](=O)([O-])C1=CC=C(C=C1)[O-].C(C)(C)(C)OC(=O)N[C@@H](CCCCNC(=O)OC(C)(C)C)C(=O)O N,N'-di-tert-butyloxycarbonyl-L-lysine p-nitrophenolate